C(C=C)(=O)N1C[C@H]([C@@H](C1)OCC1=CC=C(C=C1)C(F)(F)F)N1N=CC=CC1=O 2-(trans-1-acryloyl-4-(4-(trifluoromethyl)benzyloxy)pyrrolidin-3-yl)pyridazin-3(2H)-one